FC1(CCN(CC1)[C@H]1CC2(CN(C2)C(=O)OCC)CC1)C1=NC=C(C=C1C=1C=NN(C1)C)F ethyl (6R)-6-[4-fluoro-4-[5-fluoro-3-(1-methylpyrazol-4-yl)-2-pyridyl]-1-piperidyl]-2-azaspiro[3.4]octane-2-carboxylate